3-((Isochinolin-1-ylamino)methyl)pyrrolidin-1-carbonitril C1(=NC=CC2=CC=CC=C12)NCC1CN(CC1)C#N